NC=1SC2=C(C1C(=O)OC(C)(C)C)CCCC2C(=O)OCC O3-tert-Butyl O7-ethyl 2-amino-4,5,6,7-tetrahydrobenzothiophene-3,7-dicarboxylate